CC1=C(C=CC(=C1)[N+](=O)[O-])C=1C(=NC=CN1)C(=O)N (2-methyl-4-nitrophenyl)pyrazine-2-carboxamide